N-([1,1'-biphenyl]-4-yl)-N-(4-chlorophenyl)dibenzo[b,d]thiophen-2-amine C1(=CC=C(C=C1)N(C1=CC2=C(SC3=C2C=CC=C3)C=C1)C1=CC=C(C=C1)Cl)C1=CC=CC=C1